CCC(CC)NC(=O)C1=CN=C(O1)C1=CC(=CC=C1)C1=NN=C(N1)C(NC(CC)CC)=O N-(pentan-3-yl)-2-(3-(5-(pentan-3-ylcarbamoyl)-4H-1,2,4-triazol-3-yl)phenyl)oxazole-5-carboxamide